C1=CC=CC=2C=CC=3N=C4C=CC5=C(C4=CC3C21)C=CC=C5 Dibenz[a,j]acridine